r-diethylstyrene C(C)C(=CC1=CC=CC=C1)CC